5-(1-isobutyl-1H-pyrazol-4-yl)-N2-(2-isopropylphenyl)-N4-(1,2,3,4-tetrahydroisoquinolin-7-yl)pyrimidine-2,4-diamine C(C(C)C)N1N=CC(=C1)C=1C(=NC(=NC1)NC1=C(C=CC=C1)C(C)C)NC1=CC=C2CCNCC2=C1